O1CC(NC12CCC1(OCC(N1)(CO)CO)CC2)(CO)CO (1,9-dioxa-4,12-diazadispiro[4.2.48.25]tetradecane-3,3,11,11-tetrayl)tetramethanol